N-(2-((S)-2-aminopropoxy)-6-methylpyridin-4-yl)-2-chloro-8-methyl-8-(trifluoromethyl)-7,8-dihydro-6H-pyrazolo[1,5-a]pyrrolo[2,3-e]pyrimidine-6-carboxamide N[C@H](COC1=NC(=CC(=C1)NC(=O)N1CC(C2=C1C=NC=1N2N=C(C1)Cl)(C(F)(F)F)C)C)C